F[C@H]1[C@H]2CC(C[C@@H](C[C@@H]1N(C1=CC=C(N=N1)C1=C(C=C(C=C1)N1C=NC=C1)O)C)N2)C 2-(6-(((1R,2S,3S,5S)-2-fluoro-7-methyl-9-azabicyclo[3.3.1]nonan-3-yl)(methyl)amino)pyridazin-3-yl)-5-(1H-imidazol-1-yl)phenol